2-((8-(3,3-bis(hydroxymethyl)azetidine-1-carbonyl)-2,3-dihydrobenzo[b][1,4]dioxin-5-yl)amino)-4-(butylamino)-7H-pyrrolo[2,3-d]pyrimidine-5-carbonitrile OCC1(CN(C1)C(=O)C1=CC=C(C2=C1OCCO2)NC=2N=C(C1=C(N2)NC=C1C#N)NCCCC)CO